CN(C(=O)C1=CC(=NC(=C1)C(C)=O)CCC(C)=O)CC N-methyl-N-ethyl-2,6-diacetylethylpyridine-4-carboxamide